NC1=CC=CC(=N1)S(=O)(=O)NC(=O)C=1C(=NC(=CC1)C1OCCCC1)N1C(C[C@@H](C1)C)(C)C N-[(6-Amino-2-pyridyl)sulfonyl]-6-tetrahydropyran-2-yl-2-[(4S)-2,2,4-trimethylpyrrolidin-1-yl]pyridin-3-carboxamid